bis(2,3-epoxy-2-methylpropyl) ether CC1(COCC2(CO2)C)CO1